[Si](C)(C)(C(C)(C)C)OCCC#CC=1C=C2C=NN(C2=CC1C=O)C1OCCCC1 5-(4-((tert-butyldimethylsilyl)oxy)but-1-yn-1-yl)-1-(tetrahydro-2H-pyran-2-yl)-1H-indazole-6-carbaldehyde